NC1=C2C(=NC=N1)N(N=C2C(=O)NC=2OC1=C(N2)C=C(C=C1)Cl)C1CN(CC1)C(C=CCN(C)C)=O 4-amino-N-(5-chlorobenzo[d]oxazol-2-yl)-1-(1-(4-(dimethylamino)but-2-enoyl)pyrrolidin-3-yl)-1H-pyrazolo[3,4-d]pyrimidine-3-carboxamide